tert-butyl N-[5-[[2-[(2R,5S)-2-(3,4-difluorophenyl)-5-methyl-1-piperidyl]-2-oxo-acetyl]amino]-3-methyl-2-pyridyl]carbamate FC=1C=C(C=CC1F)[C@@H]1N(C[C@H](CC1)C)C(C(=O)NC=1C=C(C(=NC1)NC(OC(C)(C)C)=O)C)=O